4-[[(2R,3R,4S,5R)-3-[3,4-Difluoro-2-(trideuteriomethoxy)phenyl]-4,5-dimethyl-5-(trifluoromethyl)tetrahydrofuran-2-carbonyl]amino]-1-oxido-pyridin-1-ium-2-carboxamid FC=1C(=C(C=CC1F)[C@@H]1[C@@H](O[C@]([C@H]1C)(C(F)(F)F)C)C(=O)NC1=CC(=[N+](C=C1)[O-])C(=O)N)OC([2H])([2H])[2H]